FC(C(=O)N1CCC2=CC=CC=C12)(F)F 2,2,2-trifluoro-1-indolin-1-yl-ethanone